N-(7-chloro-6-(1-((3R,4R)-4-hydroxy-3-methyltetrahydrofuran-3-yl)piperidin-4-yl)isoquinolin-3-yl)-2-(5-methylthiophen-2-yl)cyclopropane-1-carboxamide ClC1=C(C=C2C=C(N=CC2=C1)NC(=O)C1C(C1)C=1SC(=CC1)C)C1CCN(CC1)[C@@]1(COC[C@@H]1O)C